isopropyl ((((2R,3S,5R)-5-(2-amino-6-methoxy-9H-purin-9-yl)-3-hydroxytetrahydrofuran-2-yl)methoxy)(naphthalen-1-yloxy)phosphoryl)-L-alaninate NC1=NC(=C2N=CN(C2=N1)[C@H]1C[C@@H]([C@H](O1)COP(=O)(OC1=CC=CC2=CC=CC=C12)N[C@@H](C)C(=O)OC(C)C)O)OC